ClC1=CC=C(C=C1)N1C=CC=2N=CN(C(C21)=O)CC(=O)N2CCC(CC2)(F)F 5-(4-chlorophenyl)-3-(2-(4,4-difluoropiperidin-1-yl)-2-oxoethyl)-3H-pyrrolo[3,2-d]pyrimidin-4(5H)-one